ClC=1N=CC=2N(C1)N=CC2C(=O)OC methyl 6-chloropyrazolo[1,5-a]pyrazine-3-carboxylate